tert-butyl (3aR,5s,6aS)-5-((6-chloro-4-(1,1-difluoroethyl)pyridazin-3-yl)amino)hexahydrocyclopenta[c]pyrrole-2(1H)-carboxylate ClC1=CC(=C(N=N1)NC1C[C@@H]2[C@@H](CN(C2)C(=O)OC(C)(C)C)C1)C(C)(F)F